C1(=NC=CC2=CC=CC=C12)\C=N\NC(NC)=S (E)-2-(isoquinolin-1-ylmethylene)-N-methylhydrazine-1-carbothioamide